1,4-dioxaspiro[4.5]Decan-8-ol O1CCOC12CCC(CC2)O